tert-butyl (3S)-3-(1,4-dimethyl-1H-benzotriazol-5-yl)-3-[7-(hydroxymethyl)-2,3-dihydro-1H-inden-5-yl]propanoate CN1N=NC2=C1C=CC(=C2C)[C@@H](CC(=O)OC(C)(C)C)C=2C=C1CCCC1=C(C2)CO